BrC=1C=C(C=C(C1O)O)C1CC(=NN1C(N)=S)C1=CC=C(C=C1)OC 5-(3-bromo-4,5-dihydroxyphenyl)-3-(4-methoxyphenyl)-4,5-dihydro-1H-pyrazole-1-thioamide